C(C)(=O)OCCN1CCC(CC1)N1CCC(=CC1)C1=CC(=C(C=C1)N)OC 2-(4-(4-(4-amino-3-methoxyphenyl)-3,6-dihydropyridin-1(2H)-yl)piperidin-1-yl)ethyl acetate